C(C1=CC(C(=O)[O-])=CC(C(=O)[O-])=C1)(=O)[O-].[V+3] vanadium (III) trimesate